tert-butyl 4-(4-acrylamido-2,6-difluorophenyl)piperazine-1-carboxylate C(C=C)(=O)NC1=CC(=C(C(=C1)F)N1CCN(CC1)C(=O)OC(C)(C)C)F